6,7-dichloro-3-((1-methyl-1H-1,2,4-triazol-5-yl)methyl)-1,3,4,9-tetrahydro-[1,2,6]thiadiazino[4,3-g]indole 2,2-dioxide ClC=1C=2C(=CNC2C2=C(C1)CN(S(N2)(=O)=O)CC2=NC=NN2C)Cl